1-methylaminoanthroic acid CNC1(CC=CC2=CC3=CC=CC=C3C=C12)C(=O)O